(2,3-dimethoxy-3-methylindolin-1-yl)phenyl-methanone COC1N(C2=CC=CC=C2C1(C)OC)C(=O)C1=CC=CC=C1